2-(6-((2-((1-(1-cyclopropylpiperidin-4-yl)-3-methyl-1H-pyrazol-4-yl)amino)-5-methylthieno[2,3-d]pyrimidin-4-yl)amino)pyridin-2-yl)propan-2-ol C1(CC1)N1CCC(CC1)N1N=C(C(=C1)NC=1N=C(C2=C(N1)SC=C2C)NC2=CC=CC(=N2)C(C)(C)O)C